N1N=CC=C1 1H-pyrazole